C(C(C)C)(=O)O.CC(=O)CCCCCC methylhexyl KETONE (CIS-ISOBUTYRATE)